The molecule is dication of 1,4-diguanidinobutane arising from deprotonation of both guanidino groups; major species at pH 7.3. It is a conjugate acid of a 1,4-diguanidinobutane. C(CC[NH+]=C(N)N)C[NH+]=C(N)N